6-fluoro-7-((5-fluoro-3',6'-dihydro-[2,4'-bipyridin]-1'(2'H)-yl)methyl)pyrrolo[1,2-a]quinoxalin-4(5H)-one FC1=C2NC(C=3N(C2=CC=C1CN1CCC(=CC1)C1=NC=C(C=C1)F)C=CC3)=O